[N-](S(=O)(=O)C(F)(F)F)S(=O)(=O)C(F)(F)F.C[NH+](C=O)C N,N-dimethyl-N-formylammonium bis(trifluoromethylsulfonyl)imide salt